C1(CCC1)CNCC=1C=CC=2N(C1)C=C(N2)CN2N=NC(=C2)C=2C=C(C=NC2)N2C(CCC2)C#N 1-(5-(1-((6-(((cyclobutylmethyl)amino)methyl)imidazo[1,2-a]pyridin-2-yl)methyl)-1H-1,2,3-triazol-4-yl)pyridin-3-yl)pyrrolidine-2-nitrile